(5-bromo-1H-pyrrolo[3,2-b]pyridin-2-yl)methanol BrC1=CC=C2C(=N1)C=C(N2)CO